2-(4-{[2-Amino-4-(pentylamino)-5H-pyrrolo[3,2-d]pyrimidin-5-yl]methyl}-3-methoxyphenyl)propan-2-ol NC=1N=C(C2=C(N1)C=CN2CC2=C(C=C(C=C2)C(C)(C)O)OC)NCCCCC